C(C)(C)(C)OCC1=C(C=NN1CCC1(OCCO1)C)C(=O)OCC ethyl 5-(tert-butoxymethyl)-1-(2-(2-methyl-1,3-dioxolan-2-yl) ethyl)-1H-pyrazole-4-carboxylate